NC=1C(=NC(=CN1)C=1C=NN(C1)C)C=1C=CC(N(N1)C1=C(C(=CC(=C1)OC)OC)Br)=O 6-(3-Amino-6-(1-methyl-1H-pyrazol-4-yl)pyrazin-2-yl)-2-(2-bromo-3,5-dimethoxyphenyl)pyridazin-3(2H)-on